N-(4-vinylphenyl)maleimide C(=C)C1=CC=C(C=C1)N1C(C=CC1=O)=O